(1r,3r)-N-(3,3-difluorocyclobutyl)-3-((4-methoxy-5-(1-methyl-1H-benzo[d][1,2,3]triazol-6-yl)pyrrolo[2,1-f][1,2,4]triazin-2-yl)amino)-1-methylcyclobutane-1-carboxamide FC1(CC(C1)NC(=O)C1(CC(C1)NC1=NN2C(C(=N1)OC)=C(C=C2)C=2C=CC1=C(N(N=N1)C)C2)C)F